2-(4-(pyridin-3-ylmethyl)piperidin-1-yl)benzo[d]thiazole-6-carboxylic acid N1=CC(=CC=C1)CC1CCN(CC1)C=1SC2=C(N1)C=CC(=C2)C(=O)O